C(=C)P1(OCCO1)=O 2-vinyl-1,3,2-dioxaphospholane-2-oxide